2-methylsulfanyl-4-[4-(morpholinomethyl)anilino]pyrimidine-5-carbaldehyde CSC1=NC=C(C(=N1)NC1=CC=C(C=C1)CN1CCOCC1)C=O